2-[6-(5-chloro-2-{[3-hydroxy-2-(hydroxymethyl)-propyl]amino}-pyrimidin-4-yl)-1-oxo-2,3-dihydro-1H-isoindol-2-yl]-N-[(1R)-1-(3-methoxyphenyl)-ethyl]acetamide ClC=1C(=NC(=NC1)NCC(CO)CO)C1=CC=C2CN(C(C2=C1)=O)CC(=O)N[C@H](C)C1=CC(=CC=C1)OC